NCC=1C=C(C(=O)OC)C=CC1C methyl 3-(aminomethyl)-4-methylbenzoate